tert-Butyl 3-[(7-cyano-2-formyl-2,3-dihydro-1H-inden-5-yl)oxymethyl]pyrazole-1-carboxylate C(#N)C=1C=C(C=C2CC(CC12)C=O)OCC1=NN(C=C1)C(=O)OC(C)(C)C